methyl (S)-3-(4-amino-N,1-dimethyl-1H-pyrazolo[4,3-c]quinoline-8-carboxamido)-2,3-dihydrobenzofuran-6-carboxylate NC1=NC=2C=CC(=CC2C2=C1C=NN2C)C(=O)N(C)[C@@H]2COC1=C2C=CC(=C1)C(=O)OC